palmitoleyl tetratriacontanoate C(CCCCCCCCCCCCCCCCCCCCCCCCCCCCCCCCC)(=O)OCCCCCCCC\C=C/CCCCCC